4-bromo-N,N-diethyl-2-(trimethylsilyl)aniline BrC1=CC(=C(N(CC)CC)C=C1)[Si](C)(C)C